C(C1=CC=CC=C1)OC(=O)[C@@H]1N([C@@H]1C(C)C)C(C1=CC=CC=C1)(C1=CC=CC=C1)C1=CC=CC=C1 (2R,3R)-3-isopropyl-1-trityl-aziridine-2-carboxylic acid benzyl ester